ClC1=CC=C(C=C1)C=1CC2(CCC2)CCC1CN1CCC(=CC1)C1=CC=C(C(=O)N)C=C1 4-(1-((6-(4-chlorophenyl)spiro[3.5]non-6-en-7-yl)methyl)-1,2,3,6-tetrahydropyridin-4-yl)benzamide